N-(1-(pyridin-3-ylmethyl)piperidin-4-yl)quinoline-3-carboxamide N1=CC(=CC=C1)CN1CCC(CC1)NC(=O)C=1C=NC2=CC=CC=C2C1